4-ethynyl-benzamide C(#C)C1=CC=C(C(=O)N)C=C1